(R)-2-((R)-2-amino-3-phenylpropylamino)-4-methylpentanamide Tritrifluoroacetate FC(C(=O)O)(F)F.FC(C(=O)O)(F)F.FC(C(=O)O)(F)F.N[C@@H](CN[C@@H](C(=O)N)CC(C)C)CC1=CC=CC=C1